FC1([C@@H]([C@@H](N(C1)C(=O)C1CC(C1)F)CC=1C(=C(C=CC1)C1=C(C(=CC=C1)F)F)F)NS(=O)(=O)CC)F N-{(2S,3R)-4,4-difluoro-1-(3-fluorocyclobutane-1-carbonyl)-2-[(2,2',3'-trifluoro[1,1'-biphenyl]-3-yl)methyl]pyrrolidin-3-yl}ethanesulfonamide